(3R,5R)-1,3,5-trimethylpiperazine hydrochloride Cl.CN1C[C@H](N[C@@H](C1)C)C